O1CCN(CCC1)C(=O)C1=CC2=C(C=N1)C(=NN2CC(F)(F)F)NC2=CC=CC(N2)=O 6-[6-([1,4]Oxazepane-4-carbonyl)-1-(2,2,2-trifluoro-ethyl)-1H-pyrazolo[4,3-c]pyridin-3-ylamino]-1H-pyridin-2-one